NC1=NC2=CC=C(C=C2C=C1C)C(=O)N([C@@H]1C[C@H](C1)C1=CC=C(C=C1)OC(F)(F)F)CC1=C(C=CC=C1)F 2-amino-N-(2-fluorobenzyl)-3-methyl-N-(trans-3-(4-(trifluoromethoxy)phenyl)cyclobutyl)-6-quinolinecarboxamide